OCC12CC(C1)(C2)C(=O)O 3-(hydroxymethyl)bicyclo[1.1.1]pentane-1-carboxylic acid